CC1=C(C=C(C=C1)[N+](=O)[O-])S(=O)(=O)Cl 2-methyl-5-nitrobenzene-1-sulfonyl chloride